C1(CCC1)[C@H](C)NCC1=C2C(=NC(=C1)C(=O)O)C(CC2)(F)F 4-({[(1S)-1-cyclobutylethyl]amino}methyl)-7,7-difluoro-5H,6H-cyclopenta[b]pyridine-2-carboxylic acid